FC=1C=C2C(=CC(=NC2=CC1)C)C1CCOCC1 6-fluoro-4-(tetrahydro-2H-pyran-4-yl)-2-methylquinoline